ClCC(CC1(NCC(C1)F)C(=O)OC)=C methyl 2-(2-(chloromethyl)allyl)-4-fluoropyrrolidin-2-carboxylate